NC1=CC=C(OCC2CN(C(O2)C(F)(F)F)C2=CC(=C(C#N)C=C2)C(F)(F)F)C=C1 4-(5-((4-Aminophenoxy)methyl)-2-(trifluoromethyl)oxazolidin-3-yl)-2-(trifluoromethyl)benzonitril